(4,8-di-tert-butyl-2,10-dimethyl-6-oxido-12H-dibenzo[d,g][1,3,2]dioxaphosphocin-6-yl)(4-iodo-2-methylphenyl)methanone C(C)(C)(C)C1=CC(=CC2=C1OP(OC1=C(C2)C=C(C=C1C(C)(C)C)C)(=O)C(=O)C1=C(C=C(C=C1)I)C)C